NC1=CC(=NC=C1)/C=C/C(=O)OC (E)-Methyl 3-(4-aminopyridin-2-yl)acrylate